ClC=1C(=NC=CC1)N1N=C(C=C1C1=NC2=C(C(O1)=O)C1=C(C=C2C)C=NN1)CN1N=C(N=N1)C(F)(F)F 7-[2-(3-chloro-2-pyridyl)-5-[[5-(trifluoromethyl)tetrazol-2-yl]methyl]pyrazol-3-yl]-5-methyl-1H-pyrazolo[3,4-f][3,1]benzoxazin-9-one